C1(=NN=CC2=CC=CC=C12)O phthalazin-1-ol